(1R,3S,4S)-3-(methyl(m-tolyl)carbamoyl)-2-azabicyclo[2.2.1]heptane-2-carboxylate CN(C(=O)[C@H]1N([C@@H]2CC[C@H]1C2)C(=O)[O-])C=2C=C(C=CC2)C